2-oxa-7,10,13,16-tetraazaoctadecan-18-oate COCCCCNCCNCCNCCNCC(=O)[O-]